C1(=CC=CC=C1)C#CC(C)(O)C1=CC=CC=C1 1,3-diphenyl-1-butyne-3-ol